C(CC(C)C)ON=O isoamylnitrite